C(CCC)C1OC(=O)C2=CC=CC=C12 BUTYLPHTHALID